OC(C#CC1=CC=C(C=C1)NC1CCN(CC1)C(=O)OC(C)(C)C)(C)C tert-Butyl 4-((4-(3-hydroxy-3-methylbutan-1-yn-1-yl)phenyl)amino)piperidine-1-carboxylate